2,7-dihydroxy-9,10-dimethylphenoxazine OC1=CC=2N(C3=C(C=C(C=C3OC2C=C1)O)C)C